S1C(=CC=C1)CNC(C(=O)NCC=1SC=CC1)=O N1,N2-bis(2-thiophenylmethyl)-oxalamide